O=C1NC2(C(N1)=O)C(CN(CC2)C2=NC=CC(=N2)C2=NC1=CC(=NC=C1C=C2)CNC(C2=CN=C(C(=C2)S(=O)(=O)C)C)=O)C(F)(F)F N-((2-(2-((trans)-2,4-dioxo-6-(trifluoromethyl)-1,3,8-triazaspiro[4.5]decan-8-yl)pyrimidin-4-yl)-1,6-naphthyridin-7-yl)methyl)-6-methyl-5-(methylsulfonyl)nicotinamide